C1(CCCCC1)C1=CC=C(C=C1)C(=C)C1=CC=2NC3=CC=CC=C3SC2C=C1 2-(1-(4-cyclohexylphenyl)vinyl)-10H-phenothiazine